C(#N)C1=CC(=C(COC=2C=C(C=CC2)C2=CC=C(C=C2)CC2=NC3=C(N2CC=2OC=CC2)C=C(C=C3)C(=O)O)C=C1)F 2-((3'-(4-cyano-2-fluorobenzyloxy)biphenyl-4-yl)methyl)-1-(furan-2-ylmethyl)-1H-benzo[d]imidazole-6-carboxylic acid